CCCCC/C=C\\C/C=C\\CCCCCCCC1=C(C(=CC(=C1)O)O)OC(=O)C The molecule is an acetate ester obtained from the formal condensation of acetic acid with the hydroxy group at position 1 of 6-[(8Z,11Z)-heptadeca-8,11-dien-1-yl]benzene-1,2,4-triol. Isolated from the dried fruits of Ardisia colorata, it exhibits scavenging activity towards DPPH radicals and cytotoxicity against murine breast cancer cell line, FM3A. It has a role as a metabolite, an antineoplastic agent and a radical scavenger. It is an acetate ester and a member of resorcinols. It derives from a 6-[(8Z,11Z)-heptadeca-8,11-dien-1-yl]benzene-1,2,4-triol.